(6-hydroxyhexyl)-1H-1,2,4-triazole-3-carboxamide OCCCCCCN1N=C(N=C1)C(=O)N